(2,2-difluoro-1,3-benzodioxol-5-yl)-N-methyl-benzamide FC1(OC2=C(O1)C=CC(=C2)C2=C(C(=O)NC)C=CC=C2)F